1-(4-((3-(azetidin-3-yloxy)propyl)(5-(3,5-dimethylisoxazol-4-yl)-2-methylphenyl)amino)phenyl)cyclopropane-1-nitrile N1CC(C1)OCCCN(C1=CC=C(C=C1)C1(CC1)C#N)C1=C(C=CC(=C1)C=1C(=NOC1C)C)C